C(C1=CC(=C(C(=C1)CC)CCCCC(=O)N)CC)C1=CC(=C(C(=C1)CC)CCCCC(=O)N)CC N'-[methylenebis(2,6-diethyl-4,1-phenylene)]bis-[pentanamide]